ClC=1C(=C2CN(CC2=CC1)C(=O)C1=C(C(=C(C=C1O)O)C)C)NC (5-Chloro-4-(methylamino)isoindolin-2-yl)(4,6-dihydroxy-2,3-dimethylphenyl)methanone